NCC12C3(CCC(C2CCC1)C3)CN bis(aminomethyl)tricyclo[5.2.1.02,6]-decane